C(/C1=CC=CC=C1)=C(\C(=O)C1=CC=CC=C1)/C#CC1=C(C=CC=C1)OC (E)-2-benzylidene-4-(2-methoxyphenyl)-1-phenylbut-3-yn-1-one